(S)-2-(N-[4-Amino-5-[6-(trifluoromethyl)pyridin-3-carbonyl]thiazol-2-yl]-4-fluoroanilino)propanamid NC=1N=C(SC1C(=O)C=1C=NC(=CC1)C(F)(F)F)N(C1=CC=C(C=C1)F)[C@H](C(=O)N)C